(R)-4-(((8-cyano-4-oxochroman-7-yl)oxy)(2,6-dimethylpyridin-4-yl)methyl)benzamide C(#N)C=1C(=CC=C2C(CCOC12)=O)O[C@H](C1=CC=C(C(=O)N)C=C1)C1=CC(=NC(=C1)C)C